3-(4-(4-(trifluoromethoxy)phenyl)-1H-pyrazol-1-yl)bicyclo[1.1.1]pentane-1-carboxylic acid methyl ester COC(=O)C12CC(C1)(C2)N2N=CC(=C2)C2=CC=C(C=C2)OC(F)(F)F